C1(=CC=CC=C1)C1=C(C=CC=2CCCCC12)O phenyl-5,6,7,8-tetrahydronaphthalen-2-ol